C(C)(C)(C)OC(=O)N1CCC(CC1)C=1OC(=CN1)CNC1=C2C(N(C(C2=CC=C1)=O)C1C(NC(CC1)=O)=O)=O 4-(5-(((2-(2,6-dioxopiperidin-3-yl)-1,3-dioxoisoindolin-4-yl)amino)methyl)oxazole-2-yl)Piperidine-1-carboxylic acid tert-butyl ester